IC1=NN(C2=NC(=CN=C21)N2CC1C(C1CC2)(C=2SC=C(N2)C)CNC(OCC2=CC=CC=C2)=O)C2OCCCC2 benzyl ((3-(3-iodo-1-(tetrahydro-2H-pyran-2-yl)-1H-pyrazolo[3,4-b]pyrazin-6-yl)-7-(4-methylthiazol-2-yl)-3-azabicyclo[4.1.0]heptan-7-yl)methyl)carbamate